3-(5-(((1R,2S)-2-(3-methoxyazetidin-1-yl)cyclohexyl)oxy)-1-oxoisoindolin-2-yl)piperidine-2,6-dione COC1CN(C1)[C@@H]1[C@@H](CCCC1)OC=1C=C2CN(C(C2=CC1)=O)C1C(NC(CC1)=O)=O